6-(3-Bromo-1-(3-chloropyridin-2-yl)-1H-pyrazol-5-carboxamido)-N-(cyclopropylmethyl)pyrazolo[1,5-a]pyridin-7-carboxamid BrC1=NN(C(=C1)C(=O)NC=1C=CC=2N(C1C(=O)NCC1CC1)N=CC2)C2=NC=CC=C2Cl